methyl 1-(cyclopropylmethyl)-3-(3-fluorophenyl)-1H-indazole-6-carboxylate C1(CC1)CN1N=C(C2=CC=C(C=C12)C(=O)OC)C1=CC(=CC=C1)F